OC1=C(OC2=CC=CC=C2C1=O)C1=CC(=CC=C1)OC 3-hydroxy-3'-methoxyflavone